N1C(=NC2=C1C=CC=C2)CN(CCCCC(=O)NO)[C@H]2CCCC=1C=CC=NC21 (S)-5-(((1H-benzo[d]imidazol-2-yl)methyl)(5,6,7,8-tetrahydroquinolin-8-yl)amino)-N-hydroxypentanamide